CC1=C(C[N+](C)(C)C)C=CC(=C1)C (2,4-dimethylbenzyl)trimethylammonium